C(#N)C1=CC=C(C[N+]2=CC=C(C=C2)C2=CC=NC=C2)C=C1 1-(4-cyanobenzyl)-4,4'-bipyridyl-1-ium